C(CC)[Zr](CCC)CCC tripropylzirconium